N1N=C(C=CC2=C1C=CC=C2)C(=O)[O-] benzodiazepineAt